methyl 3-(4-bromo-2-methyl-phenoxy)-6-(trifluoromethyl)pyridazine-4-carboxylate BrC1=CC(=C(OC=2N=NC(=CC2C(=O)OC)C(F)(F)F)C=C1)C